FC1CN(CCC1N1CC2(CC2)CN(C1=O)CC1=CC=C(C=C1)OCC(C)C)C 5-(3-fluoro-1-methylpiperidin-4-yl)-7-(4-isobutoxybenzyl)-5,7-diazaspiro[2.5]octane-6-one